glyceryl-succinate C(C(O)CO)C(C(=O)[O-])CC(=O)[O-]